(2S,4R)-1-nitroso-2-ethyl-4-hydroxypyrrolidine N(=O)N1[C@H](C[C@H](C1)O)CC